O=C(C(=O)O)CC(C)C.C(C)C(CC(CC)C)NC1=CC=C(C=C1)NC(CC(CC)C)CC bis(1-ethyl-3-methylpentyl) p-phenylenediamine Oxoisocaproate